C(N)(=N)NC(O)=O Carbamimidoyl-carbamic acid